(spiro[3.3]heptan-2-yl)acetaldehyde C1C(CC12CCC2)CC=O